N=COCNC1=NC(=NC(=N1)N)N iminomethoxymethyl-melamine